FC=1C=CC=C(C(=O)N(C(C)C)[C@H]2[C@H](CC2)O)C1 5-fluoro-N-((1r,2s)-2-hydroxycyclobutyl)-N-isopropylbenzamide